2-(3-vinyl-4,4-difluoropiperidin-1-yl)-6-methylpyrimidine-4-carboxaldehyde C(=C)C1CN(CCC1(F)F)C1=NC(=CC(=N1)C=O)C